N-(3-fluoro-1H-indol-6-yl)-5-(1-methylpyrazol-3-yl)-3H-1,3-benzodiazole-2-amine FC1=CNC2=CC(=CC=C12)NC=1NC2=C(N1)C=CC(=C2)C2=NN(C=C2)C